S1N=CN=C1NC1=NC=CC(=C1)OC1=CC(=C(C=C1)NC1=NC=NC2=CC(=C(C=C12)NC1CCN(CC1)C(C=C)=O)OC)F 1-(4-((4-((4-((2-((1,2,4-thiadiazol-5-yl)amino)pyridin-4-yl)oxy)-2-fluorophenyl)amino)-7-methoxyquinazolin-6-yl)amino)piperidin-1-yl)prop-2-en-1-one